[C@@H]1(CCC2=CC=CC=C12)NC=1C(N([C@H](C1)C1=CC(=CC=C1)I)C1=CC=C(C=C1)C(F)(F)F)=O (R)-3-(((S)-2,3-Dihydro-1H-Inden-1-Yl)Amino)-5-(3-Iodophenyl)-1-(4-(Trifluoromethyl)Phenyl)-1,5-Dihydro-2H-Pyrrol-2-One